OC1=C(C=C(C=C1CNC(=O)C(=C)C)C(C)(C)CC(C)(C)C)N1N=C2C(=N1)C=CC=C2 2-(2-hydroxy-3-methacrylaminomethyl-5-tert-octylphenyl)benzotriazole